calcium oxosilanediolate O=[Si]([O-])[O-].[Ca+2]